ClC1=C(N)C(=C(C=C1Cl)Cl)Cl 2,3,5,6-tetrachloroaniline